C(C)(C)(C)C1=CC2(C(C(=NO2)C2=CC=C(C=C2)C)C2=CC=CC=C2)C=C(C1=O)C(C)(C)C 7,9-di-tert-butyl-4-phenyl-3-(p-tolyl)-1-oxa-2-azaspiro[4.5]deca-2,6,9-trien-8-one